CC1(OB(OC1(C)C)C1=NN(C=C1)[CH2+])C [3-(4,4,5,5-tetramethyl-1,3,2-dioxaborolan-2-yl)-1H-pyrazol-1-yl]methylium